COCCO[C@H]1[C@H]([C@@H](O[C@@H]1CO)N1C(=O)NC(=O)C=C1)O 3'-O-methoxyethyluridine